1-(5-(pyrido[2,3-b]pyrazin-7-yl)pyrrolo[2,1-f][1,2,4]triazin-2-yl)cyclohexane-1,4-diamine N1=C2C(=NC=C1)N=CC(=C2)C=2C=CN1N=C(N=CC12)C1(CCC(CC1)N)N